tert-butyl (6-methyl-5-(2-(1-methyl-1H-pyrazol-4-yl)pyrazolo[5,1-b]thiazole-7-carboxamido)pyridin-3-yl)carbamate CC1=C(C=C(C=N1)NC(OC(C)(C)C)=O)NC(=O)C=1C=NN2C1SC(=C2)C=2C=NN(C2)C